(2S,4S)-1-[1-(2-chloro-4-fluoro-phenyl)pyrazole-4-carbonyl]-4-[3-[2-[(E)-4-(1,3-dioxoisoindolin-2-yl)but-2-enyl]indazol-4-yl]phenoxy]pyrrolidine-2-carboxylate ClC1=C(C=CC(=C1)F)N1N=CC(=C1)C(=O)N1[C@@H](C[C@@H](C1)OC1=CC(=CC=C1)C=1C2=CN(N=C2C=CC1)C\C=C\CN1C(C2=CC=CC=C2C1=O)=O)C(=O)[O-]